5-carboxyquinoxaline 1-oxide C(=O)(O)C1=C2N=CC=[N+](C2=CC=C1)[O-]